N1=CN=C(C2=C1C=CC=N2)NC2=CC1=C(C(NC13CCCCC3)=O)S2 2'-(pyrido[3,2-d]pyrimidin-4-ylamino)spiro[cyclohexane-1,4'-thieno[2,3-c]pyrrol]-6'(5'H)-one